C1N(CC2=CC=CC=C12)CC1=CC(C(=CO1)OCC1=CC=C(C#N)C=C1)=O 4-(((6-(isoindolin-2-ylmethyl)-4-oxo-4H-pyran-3-yl)oxy)methyl)benzonitrile